3-(6-((8-(4,4-difluoropiperidin-1-yl)octyl)amino)-2-oxo-benzo[cd]indol-1(2H)-yl)piperidine-2,6-dione FC1(CCN(CC1)CCCCCCCCNC=1C=2C3=C(C(N(C3=CC1)C1C(NC(CC1)=O)=O)=O)C=CC2)F